(S)-N-ethyl-5-fluoro-N-(2,2,2-trifluoro-1-(4-fluorophenyl)ethyl)thiophene-2-sulfonamide C(C)N(S(=O)(=O)C=1SC(=CC1)F)[C@H](C(F)(F)F)C1=CC=C(C=C1)F